(S)-1-(4-((4'-((3-fluoropyrrolidin-1-yl)methyl)-[1,1'-biphenyl]-4-yl)methyl)phenyl)-5-methyl-1H-1,2,4-triazole-3-carboxamide F[C@@H]1CN(CC1)CC1=CC=C(C=C1)C1=CC=C(C=C1)CC1=CC=C(C=C1)N1N=C(N=C1C)C(=O)N